COC1=CC=C(C=C1)C(C1=CC=CC=C1)=O p-Methoxybenzophenone